C(#N)C1=CC=C(C=C1)C(CN[C@H](C(=O)NC1=NC=C(C=C1)N1N=C(C=C1)C)C1=CC=CC=C1)C (S)-2-((2-(4-cyanophenyl)-propyl)amino)-N-(5-(3-methyl-1H-pyrazol-1-yl)pyridin-2-yl)-2-phenylacetamide